F[P-](F)(F)(F)(F)F.N1(N=NC2=C1C=CC=C2)OC(=[N+](C)C)N(C)C N-[(1H-1,2,3-benzotriazol-1-yloxy)(dimethylamino)methylene]-N-methylmethanaminium hexafluoro-phosphate